N1(C=NC=C1)CC1=C(C=C(C=C1)[C@H]1[C@@H](C1)C(=O)O)F (1R,2R)-2-(4-((1H-Imidazol-1-yl)methyl)-3-fluorophenyl)cyclopropane-1-carboxylic acid